O=C1N(C(CCC1C1NC(C2=CC=C(C=C12)B(O)O)=O)=O)COCC[Si](C)(C)C (2,6-Dioxo-1-{[2-(trimethylsilyl)ethoxy]methyl}piperidin-3-yl)-1-oxo-3H-isoindol-5-ylboronic acid